C(C(=C)C)(=O)OC(C(C)C)(C)CC 1-ethyl-1,2-dimethylpropyl methacrylate